N-(piperazinylethyl)-3-aminopropyl-methyldimethoxysilane N1(CCNCC1)CCNCCC[Si](OC)(OC)C